(S)-5-((4-bromo-2,3-dihydro-1H-inden-1-yl)amino)-6-iodo-3-methoxypyrazine-2-carbonitrile BrC1=C2CC[C@@H](C2=CC=C1)NC=1N=C(C(=NC1I)C#N)OC